ClC=1C=C(C#N)C=C(C1OC1=C(N=CNC1=O)C(C)F)Cl 3,5-dichloro-4-((4-(1-fluoroethyl)-6-oxo-1,6-dihydro-pyrimidin-5-yl)oxy)benzonitrile